4-UREIDO-5-CARBOXYL-IMIDAZOLE-AMIDE N(C(=O)N)C=1N=C(NC1C(=O)O)C(=O)N